[SiH](O)(O)O silanetriol